ClS(=O)(=O)C1=C(C(=O)OC)C(=CC=C1)[N+](=O)[O-] methyl 2-(chlorosulfonyl)-6-nitrobenzoate